2,5-dimethyl-2,5-di(butylperoxy)-3-hexyne CC(C)(C#CC(C)(OOCCCC)C)OOCCCC